6-Acetyl-2-((2-(trimethylsilyl)ethoxy)methyl)pyridazin-3(2H)-one C(C)(=O)C=1C=CC(N(N1)COCC[Si](C)(C)C)=O